ClC1=C(N=C(NC1=O)C1=CC(=NC=C1)F)N1CC(CC1)CN1CCOCC1 5-chloro-2-(2-fluoro-4-pyridinyl)-4-[3-(morpholinomethyl)pyrrolidin-1-yl]-1H-pyrimidin-6-one